N-[(1R)-1-Cyclohexyl-2-hydroxyethyl]-2H-spiro[1-benzofuran-3,1'-cyclopropane]-2'-carboxamide C1(CCCCC1)[C@H](CO)NC(=O)C1C2(C1)COC1=C2C=CC=C1